C(CC(=O)[O-])C(=O)[O-].[Na+].[Na+] The molecule is a sodium salt that is the disodium salt of succinic acid. The hexahydrate form is used as an ingredient of topical preparations for the treatment of cataract. It contains a succinate(2-).